4-(4-Hydroxymethyl-3-methoxyphenoxy)butyric acid OCC1=C(C=C(OCCCC(=O)O)C=C1)OC